7-chloro-4-(methylamino)-1-phenyl-5-(1,2,3-triazol-2-yl)quinazolin-2(1H)-one ClC1=CC(=C2C(=NC(N(C2=C1)C1=CC=CC=C1)=O)NC)N1N=CC=N1